OC1=C(C=C(C=C1C)C1(C2=CC=CC=C2C=2C=CC=CC12)C1=CC(=C(C(=C1)C)O)C)C 9,9-bis(4-hydroxy-3,5-dimethylphenyl)fluorene